methyl 6-oxospiro[3.5]nonane-7-carboxylate O=C1CC2(CCC2)CCC1C(=O)OC